CC[C@H](C)[C@@H](C(=O)NCC(=O)N[C@@H](CC1=CC=CC=C1)C(=O)N[C@@H](CCC(=O)O)C(=O)N[C@@H](C(C)C)C(=O)N[C@@H](CCC(=O)N)C(=O)N[C@@H](CCC(=O)O)C(=O)N[C@@H](CCC(=O)O)C(=O)O)NC(=O)[C@H]([C@@H](C)O)NC(=O)[C@H](C)NC(=O)[C@H](CCCCNC(=O)CCCC[C@@H]2CCSS2)NC(=O)[C@H](CC(=O)O)NC(=O)C The molecule is a polypeptide comprising the 12-amino acid sequence KATIGFEVQEE where the N-terminal lysyl (K) residue has an acetyl group at the Nalpha-position and a lipoyl group on the side-chain. A component of the inner lipoyl domain of the second enzyme of the pyruvate dehydrogenase complex (PDC-E2), to which antibodies are raised in the autoimmune disease primary biliary cirrhosis. It has a role as an epitope. It is a polypeptide, a N(alpha)-acetylpeptide and a lipopeptide.